C(C)(C)(C)N(C(O)=O)C1=NC=CC(=C1)C1=NOC(=N1)C(C)C.C1(CCCC1)P(C1=CC(=CC(=C1)OCC)OCC)C1CCCC1 Dicyclopentyl-(3,5-diethoxyphenyl)phosphine tert-Butyl-(4-(5-isopropyl-1,2,4-oxadiazol-3-yl)pyridin-2-yl)carbamate